1-(6-(tetrahydro-2H-pyran-4-yl)pyridin-3-yl)-1H-benzo[d]imidazol-2(3H)-one O1CCC(CC1)C1=CC=C(C=N1)N1C(NC2=C1C=CC=C2)=O